ClC1=CC(=C(C(=O)O)C=C1)NCCC=1OC=CC1 4-Chloro-2-((2-(furan-2-yl)ethyl)amino)benzoic Acid